2-cyclopropenol C1(C=C1)O